(E)-3,7-dimethyloctane-2,6-diene-1-ol C\C(=C/CO)\CCC=C(C)C